3-[2-amino-5-(1,3-benzooxazol-6-yl)thiazol-4-yl]benzonitrile NC=1SC(=C(N1)C=1C=C(C#N)C=CC1)C1=CC2=C(N=CO2)C=C1